NC1=NC=NC=2C3=C(\C(\C(C12)(C)C)=N/OCCC(C#N)(C)C)C=C(C=C3)O[C@@H]3CC[C@@H](CC3)N 4-[(Z)-[4-amino-8-(cis-4-aminocyclohexoxy)-5,5-dimethyl-benzo[h]quinazolin-6-ylidene]amino]oxy-2,2-dimethyl-butanenitrile